C(CCC)[C@H]1CC[C@H](CC1)N(C(C1=CC(C(=O)N)=CC(=C1)NC(=O)[C@@H]1CC[C@@H](CC1)CCCC)=O)[C@@H]1CC[C@@H](CC1)CCCC N,N-di(cis-4-n-butylcyclohexyl)-5-(cis-4-n-butylcyclohexylcarbonylamino)isophthalamide